(R)-1-(1-bromophenylsulfonyl)-3-fluoropyrrolidine BrC1(CC=CC=C1)S(=O)(=O)N1C[C@@H](CC1)F